1-(3,5-difluoropyridin-4-yl)-8-(1,3-dimethyl-1H-pyrazol-4-yl)-7-methoxy-3-methyl-1H,2H,3H-imidazo[4,5-c]quinolin-2-one FC=1C=NC=C(C1N1C(N(C=2C=NC=3C=C(C(=CC3C21)C=2C(=NN(C2)C)C)OC)C)=O)F